NC1=C(N=C2N1C=CC=C2C2=C(C(=CC=C2OC)C)F)C(=O)NCCC 3-Amino-8-(2-fluoro-6-methoxy-3-methylphenyl)-N-propylimidazo[1,2-a]pyridine-2-carboxamide